1-N'-(4-Fluorophenyl)-1-N-[4-[7-(6-methylpyridin-3-yl)quinolin-4-yl]oxyphenyl]cyclopropane-1,1-dicarboxamide hydrochloride Cl.FC1=CC=C(C=C1)NC(=O)C1(CC1)C(=O)NC1=CC=C(C=C1)OC1=CC=NC2=CC(=CC=C12)C=1C=NC(=CC1)C